C1(CC1)NC(C1=NC(=C(C=C1)N1CCN(CC1)CC1=CC=2NC(N(C(C2S1)=O)CC)=O)C)=O N-cyclopropyl-5-(4-((3-ethyl-2,4-dioxo-1,2,3,4-tetrahydrothieno[3,2-d]pyrimidin-6-yl)methyl)piperazin-1-yl)-6-methylpicolinamide